C(CCC)C1N(CC12CC(C2)CC2=CC(=CC=C2)S(=O)(=N)C(F)(F)F)C(=O)OC[C@@H]2[C@H]([C@H]([C@@H](O2)C2=CN(C(=O)NC2=O)C2=CC=CC=C2)O)O N1-phenyl-pseudouridine butyl-6-[[3-(trifluoromethylsulfonimidoyl)phenyl]methyl]-2-azaspiro[3.3]heptane-2-carboxylate